Stearyl-oxypropyldimethylamine C(CCCCCCCCCCCCCCCCC)OCCCN(C)C